5-methyl-1,3-dihydro-benzimidazol-2-one CC1=CC2=C(NC(N2)=O)C=C1